BrC=1C(=C(C=CC1)C=1OC2=C(N1)C=C(C(=C2)OC(F)F)CN2[C@@H](CCC2)C(=O)OC)C methyl ((2-(3-bromo-2-methylphenyl)-6-(difluoromethoxy)benzo[d]oxazol-5-yl)methyl)-L-prolinate